2-((2r,4s)-1-propenoyl-4-(4-amino-3-((1,2-dimethyl-1H-benzo[d]imidazol-5-yl)ethynyl)-1H-pyrazolo[4,3-c]pyridin-1-yl)pyrrolidin-2-yl)acetonitrile C(C=C)(=O)N1[C@H](C[C@@H](C1)N1N=C(C=2C(=NC=CC21)N)C#CC2=CC1=C(N(C(=N1)C)C)C=C2)CC#N